CN(C(C(=O)N1CCOCC1)(C)C1=C(C=CC=C1)CC1=CC=C(C=C1)C)C 2-(dimethylamino)-2-[(4-methylphenyl)methyl-phenyl]-1-morpholinopropane-1-one